(2-FORMYL-4-NITRO-PHENYL)-CARBAMIC ACID TERT-BUTYL ESTER C(C)(C)(C)OC(NC1=C(C=C(C=C1)[N+](=O)[O-])C=O)=O